CC1=CC=C(C=C1)S(=O)(=O)O[C@H](C)CCC1CCC(CC1)OC1=C(C(=CC=C1)Br)C(F)(F)F (R)-4-((1r,4S)-4-(3-bromo-2-(trifluoromethyl)phenoxy)cyclohexyl)butan-2-yl 4-methylbenzenesulfonate